5-(7-chloro-3,3-dimethyl-2-oxoindolin-5-yl)-3,6-dihydro-2H-1,3,4-thiadiazin-2-one ClC=1C=C(C=C2C(C(NC12)=O)(C)C)C1=NNC(SC1)=O